4-amino-5-fluoro-6-(4-chloro-2-fluoro-3-methoxyphenyl)picolinic acid NC1=CC(=NC(=C1F)C1=C(C(=C(C=C1)Cl)OC)F)C(=O)O